CN1C(=C(C2=C1N=CN=C2N)C2=CC=C(C=C2)OC2=NC=CC=N2)C2=CCC1(CCNC1)CC2 7-methyl-5-(4-(pyrimidin-2-yloxy)phenyl)-6-(2-azaspiro[4.5]dec-7-en-8-yl)-7H-pyrrolo[2,3-d]pyrimidin-4-amine